2-[(3R)-3-[[6-benzyloxy-8-fluoro-7-(1,1,4-trioxo-1,2,5-thiadiazolidin-2-yl)-2-naphthyl]oxymethyl]pyrrolidin-1-yl]acetic acid C(C1=CC=CC=C1)OC=1C=C2C=CC(=CC2=C(C1N1S(NC(C1)=O)(=O)=O)F)OC[C@H]1CN(CC1)CC(=O)O